(+/-)-6-cyano-1-methyl-4-((3R,4R)-3-methyl-4-(4-(trifluoromethoxy)phenoxy)piperidin-1-yl)-1,5-naphthyridin-2(1H)-one C(#N)C=1N=C2C(=CC(N(C2=CC1)C)=O)N1C[C@H]([C@@H](CC1)OC1=CC=C(C=C1)OC(F)(F)F)C |r|